N1CC(CCC1)NC1=C2C(=NC=C1)NC=C2 4-(piperidin-3-ylamino)-1H-pyrrolo[2,3-b]pyridin